N1(N=NN=N1)O pentazolol